OCC(C(=O)N1N=C(C(=C1NCC1=CC=CC=C1)C)C1CN(C(C1C)=O)S(=O)(=O)C)(C)C 4-({[1-(3-Hydroxy-2,2-dimethylpropanoyl)-3-(1-methansulfonyl-4-methyl-5-oxopyrrolidin-3-yl)-4-methyl-1H-pyrazol-5-yl]amino}methyl)benzol